O1COC(C1)C(=O)O 1,3-dioxolane-4-carboxylic acid